BrC1=C(C=CC=C1)N=C1N(C=CN1C)C N-(2-bromophenyl)-1,3-dimethyl-imidazole-2-imine